ClC=1C=C(C=CC1Cl)N1CC(CC1)C=1N=C(SC1)C(=O)O 4-(1-(3,4-dichlorophenyl)pyrrolidin-3-yl)thiazole-2-carboxylic acid